NC1=C(C(=NC=N1)OC1=CC=C(C=C1)NC(=O)NC1=CC(=NN1C1=CC=C(C=C1)OCC)C(C)(C)C)C#N 1-(4-((6-amino-5-cyanopyrimidin-4-yl)oxy)phenyl)-3-(3-(tert-butyl)-1-(4-ethoxyphenyl)-1H-pyrazol-5-yl)urea